N4-{(1R)-1-[3-(difluoromethyl)-2-fluorophenyl]ethyl}-N6-[2-(dimethylamino)ethyl]-N6,2-dimethylpyrido[3,4-d]pyrimidine-4,6-diamine FC(C=1C(=C(C=CC1)[C@@H](C)NC=1C2=C(N=C(N1)C)C=NC(=C2)N(C)CCN(C)C)F)F